5-(1-(2,2-difluoroethyl)-1H-pyrazolo[3,4-b]pyrazin-6-yl)octahydro-6H-pyrrolo[3,4-c]pyridin-6-one hydrochloride Cl.FC(CN1N=CC=2C1=NC(=CN2)N2CC1C(CC2=O)CNC1)F